FC1=CC=C2C(=CN(C(C2=C1)=O)C1=NC=NC=C1C)C(C)C 7-fluoro-4-isopropyl-2-(5-methylpyrimidin-4-yl)isoquinolin-1(2H)-one